FC1=C(C=C(C=C1)N)B(O)O 2-fluoro-5-aminophenyl-boronic acid